CC(C(=O)O)N(CC(=O)O)CC(=O)O methylglycine-N,N-diacetic acid